BrC1=C(C(=CC=C1)C)NC(CC(C)(C)C)=O N-(2-bromo-6-methyl-phenyl)-3,3-dimethyl-butanamide